6-bromospiro[2,3-dihydroisoquinoline-4,1'-cyclobutane] BrC=1C=C2C(=CC1)CNCC21CCC1